FC1=C(C(=O)NC2=CC=C(C=C2)N2CCN(CC2)C2=NC=CC=C2)C=CC(=C1)OC([3H])([3H])[3H] 2-Fluoro-4-[3H3]methoxy-N-(4-(4-(pyridin-2-yl)piperazin-1-yl)phenyl)benzamide